[K].[K].[Cu] Copper dipotassium